C(C)N1C(N(C(C12CCN(CC2)C(=O)OC(C)(C)C)=O)C=2C=NC(=CC2)C(F)(F)F)=O tert-butyl 1-ethyl-2,4-dioxo-3-(6-(trifluoromethyl)pyridin-3-yl)-1,3,8-triazaspiro[4.5]decane-8-carboxylate